tert-Butyl 4-(2-(4-chloro-2-fluorophenyl)-2H-chromen-8-yl)piperidine-1-carboxylate ClC1=CC(=C(C=C1)C1OC2=C(C=CC=C2C=C1)C1CCN(CC1)C(=O)OC(C)(C)C)F